(±)-2-([1-[(2-ethenyl-3-methoxyphenyl)methyl]-6-oxopiperidin-2-yl]methoxy)-6-hydroxybenzaldehyde C(=C)C1=C(C=CC=C1OC)CN1[C@H](CCCC1=O)COC1=C(C=O)C(=CC=C1)O |r|